NC1=NC=NC=2N(C3=CC(=C(C=C3C21)C(F)(F)F)OC)CC(=O)O 2-(4-amino-7-methoxy-6-(trifluoromethyl)-9H-pyrimido[4,5-b]indol-9-yl)acetic acid